tert-butyl-6-(4-(3-chloro-4-((3-methoxypropyl)(methyl)carbamoyl) phenyl)piperazin-1-yl)-2-azaspiro[3.3]heptane-2-carboxylate C(C)(C)(C)OC(=O)N1CC2(C1)CC(C2)N2CCN(CC2)C2=CC(=C(C=C2)C(N(C)CCCOC)=O)Cl